C(C)(C)(C)OC(C[C@@H]1OC(O[C@@H](C1)C=O)(C)C)=O 2-[(4R,6S)-6-formyl-2,2-dimethyl-1,3-dioxane-4-yl]acetic acid tert-butyl ester